CN1N=CC(=C1)C=1N=C(C=2N(C1)N=CC2)O[C@H]2CN(CCC2)S(=O)(=O)C=C (R)-6-(1-methyl-1H-pyrazol-4-yl)-4-((1-(vinylsulfonyl)piperidin-3-yl)oxy)pyrazolo[1,5-a]pyrazine